tributyl phosphate dibutyl-phthalate C(CCC)OC(C=1C(C(=O)OCCCC)=CC=CC1)=O.P(=O)(OCCCC)(OCCCC)OCCCC